(S)-1-(2-bromo-5-methylphenyl)-2,2-dimethylpropan-1-ol BrC1=C(C=C(C=C1)C)[C@H](C(C)(C)C)O